COC(=O)C=1N=C(SC1)C(=O)C1=CNC2=CC=CC=C12 2-(1H-indole-3-ylcarbonyl)-4-thiazolecarboxylic methyl ester